2-chloro-3-(3-trifluoromethyl-phenyl)propionitrile ClC(C#N)CC1=CC(=CC=C1)C(F)(F)F